5-(pentan-3-yl)-3-(4-(pyridin-4-ylethynyl)phenyl)-1,2,4-oxadiazole CCC(CC)C1=NC(=NO1)C1=CC=C(C=C1)C#CC1=CC=NC=C1